1-(2-phenylethyl)-1H-pyrazol C1(=CC=CC=C1)CCN1N=CC=C1